(S)-3-(trifluoromethyl)-6,6a,7,8,9,10-hexahydropyrazino[1,2-d]pyrido[3,2-b][1,4]oxazine trifluoroacetate FC(C(=O)O)(F)F.FC(C1=CC=2OC[C@H]3N(C2N=C1)CCNC3)(F)F